BrC=1C=CC(=C2C(=C(C(=NC12)S(=O)CC1=NOC(=C1)C)C(C)=O)NC1=CC=CC=C1)Cl 1-(8-bromo-5-chloro-2-(((5-methylisoxazol-3-yl)methyl)sulfinyl)-4-(phenylamino)quinolin-3-yl)ethan-1-one